1-(phenylsulfonyl)-6-cyano-indole C1(=CC=CC=C1)S(=O)(=O)N1C=CC2=CC=C(C=C12)C#N